FC=1C(NC(N([C@H]2[C@H](O)[C@H](O)[C@@H](C)O2)C1)=O)=O (+)-5-fluoro-5'-deoxyuridine